2-(4-bromophenoxy)-1-(4-(5-(trifluoromethyl)-1,2,4-oxadiazol-3-yl)phenyl)ethan-1-one BrC1=CC=C(OCC(=O)C2=CC=C(C=C2)C2=NOC(=N2)C(F)(F)F)C=C1